C(CCCCCCCCCCCCCCCCC)OCN(C)CC(C)O octadecyloxy(2-hydroxypropyl)dimethylamine